N1,N1-Dimethyl-N2-Nonylethane-1,2-Diamine CN(CCNCCCCCCCCC)C